2-(4-(6-(7,8-dimethyl-[1,2,4]triazolo[1,5-a]pyridin-6-yl)-7-isopropyl-5H-pyrrolo[2,3-b]pyrazin-2-yl)piperidin-1-yl)acetonitrile CC1=C(C=2N(C=C1C1=C(C=3C(=NC=C(N3)C3CCN(CC3)CC#N)N1)C(C)C)N=CN2)C